3-formyl-2-pyridylamine C(=O)C=1C(=NC=CC1)N